FC1=NC(=CC=C1N1CCN(CC1)C(=O)OC(C)(C)C)C(=O)OC tert-butyl 4-(2-fluoro-6-methoxycarbonyl-3-pyridyl)piperazine-1-carboxylate